COC[C@@H]1N(CCNC1)C1=NC(=NC=2CC3(CCC12)CCCC1=CC=C(C=C13)O)OCC13CCCN3CCC1 4'-((R)-2-(Methoxymethyl)piperazin-1-yl)-2'-((tetrahydro-1H-pyrrolizin-7a(5H)-yl)methoxy)-3,4,5',8'-tetrahydro-2H,6'H-spiro[naphthalene-1,7'-quinazolin]-7-ol